(S)-4-((1-(4-chloro-8-(2-hydroxypropan-2-yl)-1-oxo-2-phenyl-1,2-dihydroisoquinolin-3-yl)ethyl)amino)pyrido[2,3-d]pyrimidin-5(8H)-one ClC1=C(N(C(C2=C(C=CC=C12)C(C)(C)O)=O)C1=CC=CC=C1)[C@H](C)NC=1C2=C(N=CN1)NC=CC2=O